N2-((benzyloxy)carbonyl)-N4-(1-((2R,3S,4S,5R)-3,4-dihydroxy-5-(hydroxymethyl)tetrahydrofuran-2-yl)-2-oxo-1,2-dihydropyrimidin-4-yl)-L-asparaginate C(C1=CC=CC=C1)OC(=O)N[C@@H](CC(NC1=NC(N(C=C1)[C@@H]1O[C@@H]([C@H]([C@@H]1O)O)CO)=O)=O)C(=O)[O-]